7-isopropoxy-2-((1S,4R)-1-methyl-2-oxabicyclo[2.2.1]hept-4-yl)imidazo[1,2-a]pyridine-6-carboxylic acid C(C)(C)OC1=CC=2N(C=C1C(=O)O)C=C(N2)[C@@]21CO[C@@](CC2)(C1)C